(6aS)-3-(3-(difluoromethoxy)-5-fluorophenyl)-5-((3-(trifluoromethyl) phenyl) sulfonyl)-6,6a,7,8,9,10-hexahydro-5H-pyrido[1,2-a]quinoxaline-8-carbamate FC(OC=1C=C(C=C(C1)F)C1=CC=2N(C[C@H]3N(C2C=C1)CCC(C3)NC(=O)[O-])S(=O)(=O)C3=CC(=CC=C3)C(F)(F)F)F